tert-butyl 2-(4-amino-5-(methylthio)-7H-pyrrolo[2,3-d]pyrimidin-7-yl)acetate NC=1C2=C(N=CN1)N(C=C2SC)CC(=O)OC(C)(C)C